5-(4-chloro-5-(difluoromethyl)pyridin-2-yl)-2-(trifluoromethyl)pyrimidine ClC1=CC(=NC=C1C(F)F)C=1C=NC(=NC1)C(F)(F)F